FC(C(=O)NC1CN(C1)C=1C2=C(N=C(N1)C1=CC=C(C=C1)C(F)(F)F)C=CC=N2)=C 2-fluoro-N-(1-(2-(4-(trifluoromethyl)phenyl)pyrido[3,2-d]pyrimidin-4-yl)azetidin-3-yl)acrylamide